BrC1=CN=C(N1C)C(=O)NC1=CC(=C(C(=O)OC(C)(C)C)C=C1)Cl tert-butyl 4-(5-bromo-1-methyl-1H-imidazole-2-carboxamido)-2-chlorobenzoate